7-(3-([1,1'-Biphenyl]-2-ylethynyl)-1H-indazole-5-carbonyl)-2,7-diazaspiro[3.5]nonan-1-one C1(=C(C=CC=C1)C#CC1=NNC2=CC=C(C=C12)C(=O)N1CCC2(CNC2=O)CC1)C1=CC=CC=C1